(N-[4-Amino-5-[6-(4-cyano-4-methyl-1-piperidyl)pyridin-3-carbonyl]thiazol-2-yl]-4-fluoroanilino)propanamid NC=1N=C(SC1C(=O)C=1C=NC(=CC1)N1CCC(CC1)(C)C#N)N(C1=CC=C(C=C1)F)C(C(=O)N)C